2-(4-chloro-2-methoxyphenyl)-2-((3-methoxy-5-(methyl-sulfonyl)phenyl)amino)-1-(5-(trifluoromethoxy)-1H-indol-3-yl)ethanone ClC1=CC(=C(C=C1)C(C(=O)C1=CNC2=CC=C(C=C12)OC(F)(F)F)NC1=CC(=CC(=C1)S(=O)(=O)C)OC)OC